(2-fluoro-3-oxo-propyl)carbamate FC(CNC([O-])=O)C=O